BrC1=CC=C(C2=NSN=C21)C[C@@H]2N=C([C@H](N=C2OC)C(C)C)OC 4-bromo-7-(((2S,5R)-5-isopropyl-3,6-dimethoxy-2,5-dihydropyrazin-2-yl)methyl)benzo[c][1,2,5]thiadiazole